3-(9-((4-(aminomethyl)-2-(2-(cyclopropylamino)-2-oxoethyl)phenyl)carbamoyl)-4,5-dihydrobenzo[b]thieno[2,3-d]oxepin-8-yl)-6-(propylcarbamoyl)picolinic acid NCC1=CC(=C(C=C1)NC(=O)C1=CC2=C(OCCC3=C2SC=C3)C=C1C=1C(=NC(=CC1)C(NCCC)=O)C(=O)O)CC(=O)NC1CC1